OC=1C(=NC=CC1OC)C(=O)N[C@H](C(=O)OC(C(C)(C)C1=CC=C(C=C1)F)C)C [2-(4-fluorophenyl)-1,2-dimethyl-propyl] (2S)-2-[(3-hydroxy-4-methoxy-pyridine-2-carbonyl)-amino]propanoate